tert-butyl (2-(5-(2-((tert-butoxycarbonyl)oxy)-1-(4-methoxybenzyl)-4,5-dihydro-1H-pyrrol-3-yl)-1,3,4-oxadiazol-2-yl)phenyl)(4-(trifluoromethyl)phenyl)carbamate C(C)(C)(C)OC(=O)OC=1N(CCC1C1=NN=C(O1)C1=C(C=CC=C1)N(C(OC(C)(C)C)=O)C1=CC=C(C=C1)C(F)(F)F)CC1=CC=C(C=C1)OC